6-amino-2-((1S,3R)-3-((5-methyl-4-(trifluoromethyl)pyrimidin-2-yl)amino)cyclohexyl)isoindolin-1-one NC1=CC=C2CN(C(C2=C1)=O)[C@@H]1C[C@@H](CCC1)NC1=NC=C(C(=N1)C(F)(F)F)C